CS(=O)(=O)N1[C@H]2CN[C@@H](C1)C2 (1R,4R)-2-(methylsulfonyl)-2,5-diazabicyclo[2.2.1]Heptane